C1(CCCC1)N1C(C(=CC2=C1N=C(N=C2)S(=O)(=O)C)C#N)=O 8-cyclopentyl-2-(methylsulfonyl)-7-oxo-7,8-dihydropyrido[2,3-d]Pyrimidine-6-carbonitrile